(6-Methyl-[1,2,4]triazolo[4,3-a]pyridin-3-yl)(4-(2-(trifluoromethyl)phenyl)piperidin-1-yl)methanone methyl-3-amino-7-bromo-2-naphthoate COC(=O)C1=CC2=CC(=CC=C2C=C1N)Br.CC=1C=CC=2N(C1)C(=NN2)C(=O)N2CCC(CC2)C2=C(C=CC=C2)C(F)(F)F